2-(4-aminopiperidin-1-yl)-N-(2-(1-(2-fluoropyridin-4-yl)-1H-pyrazol-4-yl)benzyl)-9-isopropyl-9H-purin-6-amine NC1CCN(CC1)C1=NC(=C2N=CN(C2=N1)C(C)C)NCC1=C(C=CC=C1)C=1C=NN(C1)C1=CC(=NC=C1)F